1,4-bis(2-mercaptoethylthio-methyl)benzene SCCSCC1=CC=C(C=C1)CSCCS